N1C=C(C2=CC=CC=C12)CCN1CCC(CC1)NC(C1=CC=CC=C1)=O N-{1-[2-(1H-indol-3-yl)ethyl]piperidin-4-yl}benzamide